FC1=C(C=CC=C1F)[C@@H]1N(OCC1)C1=CC(=NC=N1)NC=1C(=CC(=C(C1)C(C)=O)N1CCC(CC1)N1CCN(CC1)C)OC (R)-1-(5-((6-(3-(2,3-difluorophenyl)isoxazolidin-2-yl)pyrimidin-4-yl)amino)-4-methoxy-2-(4-(4-methylpiperazin-1-yl)piperidin-1-yl)phenyl)ethan-1-one